NC=1C=C(C=C(C1)C(F)(F)F)[C@@H](C)N(C(=O)[O-])C1=NC(=NC2=CC(=C(C=C12)OCC1(CC1)[C@H](C)OC)OC)C N-((R)-1-(3-amino-5-(trifluoromethyl) phenyl) ethyl)-7-methoxy-6-((1-((S)-1-methoxyethyl) cyclopropyl) methoxy)-2-methylquinazolin-4-carbamate